C1=CC=CC=2C3=CC=CC=C3C(C12)COC(=O)NCC(=O)NC1=CC=C(C=C1)N(C(OCC1=CC=C(C=C1)NC([C@H](C)N)=O)=O)[C@@H]1C[C@@H](N(C2=CC=CC=C12)C(CC)=O)C 4-((S)-2-aminopropanamido)benzyl (4-(2-((((9H-fluoren-9-yl)methoxy)carbonyl)amino)acetamido)phenyl)((2S,4R)-2-methyl-1-propionyl-1,2,3,4-tetrahydroquinolin-4-yl)carbamate